5-(4-aminopyrrolo[2,1-f][1,2,4]triazin-7-yl)-2-cyanotetrahydrofuran-3,4-diyl bis(2-methylpropanoate) CC(C(=O)OC1C(OC(C1OC(C(C)C)=O)C1=CC=C2C(=NC=NN21)N)C#N)C